(S)-4-(((R)-2-methoxypropyl)(4-(5,6,7,8-tetrahydro-1,8-naphthyridin-2-yl)butyl)amino)-2-((6-methylthieno[2,3-d]pyrimidin-4-yl)amino)butanoic acid CO[C@@H](CN(CC[C@@H](C(=O)O)NC=1C2=C(N=CN1)SC(=C2)C)CCCCC2=NC=1NCCCC1C=C2)C